2-((5Z,8Z,11Z,14Z,17Z)-icosa-5,8,11,14,17-pentaen-1-yloxy)butanoic acid C(CCC\C=C/C\C=C/C\C=C/C\C=C/C\C=C/CC)OC(C(=O)O)CC